anti-phospho-tyrosine P(=O)(O)(O)OC1=CC=C(C[C@H](N)C(=O)O)C=C1